ClC=1C=C2C(=C(C(=NC2=CC1)N1CCC(CC1)OC)C)C#N 6-chloro-2-(4-methoxy-1-piperidyl)-3-methyl-quinoline-4-carbonitrile